ClC=1C(=C2C(=NC1)NC(=N2)C2=CC(=C(C=C2)N2CCN(CC2)CCOC)OC)NC2CCN(CC2)CC 6-Chloro-N-(1-ethylpiperidin-4-yl)-2-{3-methoxy-4-[4-(2-methoxyethyl)piperazin-1-yl]phenyl}-3H-imidazo[4,5-b]pyridin-7-amine